CS(=O)(=O)O[C@H]([C@H](C1=CC=CC=C1)C1=C(C=CC=C1)F)[C@@H]1N(CCC1)C(=O)C1=NNC=C(C1=O)O (1R,2R)-2-(2-fluorophenyl)-1-((R)-1-(5-hydroxy-4-oxo-1,4-dihydropyridazine-3-carbonyl) pyrrolidin-2-yl)-2-phenylethyl methanesulfonate